ClC1=NC(=C2N=CNC2=N1)N1[C@H](CN([C@@H](C1)C)C(C(C)C)C1=CC=C(C=C1)F)C 2-chloro-6-((2S,5R)-4-(1-(4-fluorophenyl)-2-methylpropyl)-2,5-dimethylpiperazin-1-yl)-9H-purine